FC(C)(C)C1=CC(=NC=C1)C(=O)NC1=CC(=C(C=C1)C)C=1C=NC2=CC(=NC=C2C1)NC 4-(2-Fluoropropan-2-yl)-N-(4-methyl-3-(7-(methylamino)-1,6-naphthyridin-3-yl)phenyl)picolinamide